CC=1C=C(C=CC1O)C(C)(C)C1=CC(=C(C=C1)O)C 2,2-bis(3-methyl-4-Hydroxyphenyl)propane